2-morpholino-3-(3-chlorophenyl-seleno)1,4-naphthoquinone O1CCN(CC1)C=1C(C2=CC=CC=C2C(C1[Se]C1=CC(=CC=C1)Cl)=O)=O